C(CCC)OC1=CC=C(C=C1)C(=O)C=1C2=C(SC1C1=CC=C(C=C1)O)C=C(C=C2)O (4-butoxyphenyl)(6-hydroxy-2-(4-hydroxyphenyl)benzo[b]thiophen-3-yl)methanone